C(C)OC(C1=C(C=CC(=C1)N1[C@H](CN(CC1)C)C)[N+](=O)[O-])=O (S)-5-(2,4-dimethylpiperazin-1-yl)-2-nitrobenzoic acid ethyl ester